S(N)(OC[C@@H]1[C@H](C[C@@H](C1)NC1=NC=NC=C1C(=O)C=1SC(=C(C1)SC1=CC(=CC=C1)Cl)Cl)O)(=O)=O [(1R,2S,4R)-4-{[5-({5-chloro-4-[(3-chlorophenyl)sulfanyl]-2-thienyl}carbonyl)pyrimidin-4-yl]amino}-2-hydroxycyclopentyl]methyl sulfamate